N1N=CC(=C1)C1=NNC2=CC(=CC=C12)NC=1C=C(C=CC1)NC(C1=CC(=CC=C1)Br)=O N-(3-((3-(1H-pyrazol-4-yl)-1H-indazol-6-yl)amino)phenyl)-3-bromobenzamide